C(C1=CC=C(C=C1)O)C1=C(C=CC=C1)O 2,4'-methylenebis(phenol)